2-Chloro-6-[1-[2-(4,4-dimethyl-1-piperidyl)-6-methyl-4-oxo-chromen-8-yl]ethylamino]benzoic acid ClC1=C(C(=O)O)C(=CC=C1)NC(C)C=1C=C(C=C2C(C=C(OC12)N1CCC(CC1)(C)C)=O)C